Cl.BrC=1N=C(N(N1)C1=NC=CC=N1)C(C)N 1-(5-Bromo-2-pyrimidin-2-yl-1,2,4-triazol-3-yl)ethanamine-hydrochloride